FC1=CC=C(C=C1)C1=CC(=C(C=C1)C=O)C 4'-Fluoro-3-methyl-[1,1'-biphenyl]-4-carbaldehyde